C1(=C(C(=C(C(=C1[2H])[2H])[2H])[2H])[2H])C1=C(C(=CC=C1)C1=C(C(=C(C(=C1[2H])[2H])[2H])[2H])[2H])NC1=C(C(=C(C(=C1[2H])[2H])[2H])[2H])N N1-([1,1':3',1''-terphenyl]-2'-yl-2,2'',3,3'',4,4'',5,5'',6,6''-d10)benzene-d4-1,2-diamine